((2S,5R)-5-((5-cyclopentyl-7H-pyrrolo[2,3-d]pyrimidin-4-yl)amino)-2-methylpiperidin-1-yl)prop-2-en-1-one tert-butyl-2-(3-(benzyloxy)cyclobutylidene)hydrazine-1-carboxylate C(C)(C)(C)OC(=O)NN=C1CC(C1)OCC1=CC=CC=C1.C1(CCCC1)C1=CNC=2N=CN=C(C21)N[C@@H]2CC[C@@H](N(C2)C(C=C)=O)C